N-(3-methoxybenzyl)-1-(2,5-dimethoxy-4-iodophenyl)-2-aminoethane COC=1C=C(CNCCC2=C(C=C(C(=C2)OC)I)OC)C=CC1